2-(2-chloroethoxy)-1,1,1-trifluoroethane ClCCOCC(F)(F)F